FC1=C(C=CC(=C1)N1N=CC(=C1)CCO)O 2-fluoro-4-(4-(2-hydroxyethyl)-1H-pyrazol-1-yl)phenol